N-cyclobutyl-5-(3-(2,2-difluoroethyl)-2-methyl-3H-imidazo[4,5-b]pyridin-5-yl)pyrrolo[2,1-f][1,2,4]triazin-2-amine C1(CCC1)NC1=NN2C(C=N1)=C(C=C2)C2=CC=C1C(=N2)N(C(=N1)C)CC(F)F